N=1NCNC1 2,4-dihydro-3H-1,2,4-triazol